C(#N)C1=CC=C(C(=O)N[C@H](C(=O)N2[C@@H](C[C@H](C2)O)C(=O)NCC2=CC=C(C=C2)C2=C(N=CS2)C)C(C)(C)C)C=C1 (2S,4R)-1-((S)-2-{4-cyanobenzamido}-3,3-dimethylbutanoyl)-4-hydroxy-N-(4-(4-methylthiazol-5-yl)benzyl)pyrrolidine-2-carboxamide